(S)-(4-((N-(5,6-diamino-6-oxohexyl)-1-hydroxy-1,3-dihydrobenzo[c][1,2]oxaborole-6-carboxamido)methyl)-3-methoxyphenyl)boronic acid N[C@@H](CCCCN(C(=O)C=1C=CC2=C(B(OC2)O)C1)CC1=C(C=C(C=C1)B(O)O)OC)C(=O)N